1-(4-isopropylphenyl)-2-hydroxy-2-methyl-1-butanone C(C)(C)C1=CC=C(C=C1)C(C(CC)(C)O)=O